CC1=CC(=NN1C1=CC=C(CN2N=CC=3C2=NC=NC3)C=C1)C(F)(F)F (4-(5-methyl-3-(trifluoromethyl)-1H-pyrazol-1-yl)benzyl)-1H-pyrazolo[3,4-d]pyrimidine